5-(benzo[d][1,3]dioxol-4-ylamino)-N-(3-hydroxy-2,2-dimethylpropyl)-7-(methylamino)pyrazolo[1,5-a]pyrimidine-3-carboxamide O1COC2=C1C=CC=C2NC2=NC=1N(C(=C2)NC)N=CC1C(=O)NCC(CO)(C)C